COC1=CC=C(C=C1)N1N=C(NC1=O)[C@@H]1CN(CCC1)CCC=1C=NC=CC1 (s)-2-(4-methoxyphenyl)-5-(1-(2-(pyridin-3-yl)ethyl)piperidin-3-yl)-2,4-dihydro-3H-1,2,4-triazol-3-one